2-[[2-(vinylsulfonyl)ethyl]thio]ethylamine hydrochloride Cl.C(=C)S(=O)(=O)CCSCCN